1,5-diaminopentane hydrochloride Cl.NCCCCCN